OC=1C=C(C(=O)N(CCCCCCCC)CC)C=C(C1O)O 3,4,5-trihydroxy-N-ethyl-N-octylbenzamide